C(#N)C=1C=CC(=C2N=CC=NC12)N1C[C@@H](C[C@@H](C1)C)NC([C@@H](CC)C)=O (R)-N-((3R,5S)-1-(8-cyanoquinoxalin-5-yl)-5-methylpiperidin-3-yl)-2-methylbutanamide